ClC1=C(C=CC=C1C=1C=C2C(N(C=NN2C1)CC1CNC(C1)=O)=O)C1=C(C(=CC=C1)C=1C=C2C(N(C=NN2C1)CC1CNC(C1)=O)=O)Cl 6,6'-(2,2'-dichloro-[1,1'-biphenyl]-3,3'-diyl)bis(3-((5-oxopyrrolidin-3-yl)methyl)pyrrolo[2,1-f][1,2,4]triazin-4(3H)-one)